3-fluoro-2-(5-oxo-4-(3-(6-oxo-2,7-diazaspiro[4.4]nonan-2-yl)-1H-pyrazol-1-yl)-6,7-dihydro-5H-pyrrolo[3,4-b]pyridin-2-yl)benzonitrile FC=1C(=C(C#N)C=CC1)C1=CC(=C2C(=N1)CNC2=O)N2N=C(C=C2)N2CC1(CC2)C(NCC1)=O